methyl-3-amino-4-(5-chloro-2-nitrophenyl)but-2-enoate COC(C=C(CC1=C(C=CC(=C1)Cl)[N+](=O)[O-])N)=O